8-(5-(1-ethylcyclopentyloxycarbonyl)naphthyl)-tetracyclo[4.4.0.12,5.17,10]-3-dodecene C(C)C1(CCCC1)OC(=O)C1=C2C=CC=C(C2=CC=C1)C1C2C3C4C=CC(C3C(C1)C2)C4